Methyl 2-(benzo[c][1,2,5]thiadiazole-4-sulfonamido)-4,5-dimethylthiophene-3-carboxylate N=1SN=C2C1C=CC=C2S(=O)(=O)NC=2SC(=C(C2C(=O)OC)C)C